[Cl-].[Cl-].C[SiH](C)[Ti+2](NC1CCCCC1)C1(C(=C(C(=C1)C)C)C)C dimethylsilyl-(tetramethylcyclopentadienyl)(cyclohexylamino)titanium dichloride